OC=1C=C(C=CC1C=1N=NC(=CC1)N(C1CC(NC(C1)(C)C)(C)C)C)C1=CC(N(C=C1)C)=O 4-(3-hydroxy-4-(6-(methyl(2,2,6,6-tetramethylpiperidin-4-yl)amino)pyridazin-3-yl)phenyl)-1-methylpyridin-2(1H)-one